S1C=NC2=C1C(=CC=C2)C2=CC=C(C=C2)C(C(=O)NC)NC(=O)NC=2N=C(SC2)C#C 2-(4-(Benzo[d]thiazol-7-yl)phenyl)-2-(3-(2-ethynyl-thiazol-4-yl)ureido)-N-methyl-acetamide